dioctyl monophenyl phosphite P(OCCCCCCCC)(OCCCCCCCC)OC1=CC=CC=C1